7-(o-tolyl)-7H-pyrrolo[2,3-H]quinazoline C1(=C(C=CC=C1)N1C=CC=2C1=CC=C1C=NC=NC21)C